FC(C(=O)O)(F)F.CCCCCC(C)C(=O)N Heptane-6-carboxamide trifluoroacetate